7,1-bis(4-(diphenylamino)phenyl)-2,3-dicyano-pyrazino-phenanthrene C1(=CC=CC=C1)N(C1=CC=C(C=C1)C=1C=CC=2C3=C(C4=CC=CC=C4C2C1)N(C(C(=N3)C#N)C#N)C3=CC=C(C=C3)N(C3=CC=CC=C3)C3=CC=CC=C3)C3=CC=CC=C3